tert-Butyl 3-(2-(2,6-dioxopiperidin-3-yl)-1-oxoisoindolin-5-yl)-8-azabicyclo[3.2.1]octane-8-carboxylate O=C1NC(CCC1N1C(C2=CC=C(C=C2C1)C1CC2CCC(C1)N2C(=O)OC(C)(C)C)=O)=O